ClC1=C(C=CC=C1NC(=O)C=1N(C2=C(CN(CC2)CCO)N1)C)C1=C(C(=CC=C1)NC(=O)C=1N(C2=C(CN(CC2)CCO)N1)C)C N,N'-(2-chloro-2'-methylbiphenyl-3,3'-diyl)bis(5-(2-hydroxyethyl)-1-methyl-4,5,6,7-tetrahydro-1H-imidazo[4,5-c]pyridine-2-carboxamide)